2-(2,3,5,6-tetrafluoro-4-trifluoromethylphenyl)ethanol FC1=C(C(=C(C(=C1F)C(F)(F)F)F)F)CCO